(±)-trans-N-((1H-imidazol-4-yl)methyl)-N'-(picolyl)cyclohexane-1,2-diamine N1C=NC(=C1)CN[C@H]1[C@@H](CCCC1)NCC1=NC=CC=C1 |r|